FC1=CC2=C(OC3=C([C@@H](C2)CN)C=CC=C3)C=C1 |o1:8| (R*)-(2-fluoro-10,11-dihydrodibenzo[b,f]oxepin-10-yl)methanamine